CCCCCCC/C=C/C(=O)N(CCCNC(=O)CC(CC(=O)NCCCN(C(=O)C)O)(C(=O)O)O)O The molecule is a hydoxy monocarboxylic acid that is citric acid in which the two carboxy groups attached to methylene groups have each been converted to the carboxamide arising by formal condensation with the primary amino group of N-hydroxypropane-1,3-diamine and in which the nitrogen of one of the hydroxylamino groups has been acetylated while the other has been acylated with a (2E)-dec-2-enoyl group. Rhizobactin 1021 is a siderophore obtained fromj the nitrogen-fixing alfalfa symbiont Rhizobium meliloti 1021. It has a role as a siderophore. It is a hydroxamic acid, a tertiary alcohol and a hydroxy monocarboxylic acid. It derives from a citric acid.